ethyl 4-(5-fluoropyridin-2-yl)-3-oxobutyrate FC=1C=CC(=NC1)CC(CC(=O)OCC)=O